NC1=CC(=CC=N1)CN1CCOCC1 6-amino-4-(morpholinomethyl)pyridine